4-methyl-2,6-di-tert-butyl-pyridine CC1=CC(=NC(=C1)C(C)(C)C)C(C)(C)C